C1(CC1)N=S1CCN(CC2=C1C=CC=C2)C2=NC1=CC=C(C=C1C(=N2)N[C@@H]2CNC[C@H](C2)F)C 1-(Cyclopropylimino)-4-(4-(((3S,5S)-5-fluoropiperidin-3-yl)amino)-6-methylquinazolin-2-yl)-2,3,4,5-tetrahydrobenzo[f][1,4]thiazepine